((trans)-4-hydroxy-4-methylcyclohexyl)ammonia OC1(CCC(CC1)N)C